Cl.FC(C1=NC=CC=C1OCC1CC2(C1)CCNCC2)(F)F 2-({[2-(trifluoromethyl)pyridin-3-yl]oxy}methyl)-7-azaspiro[3.5]nonane hydrochloride